COC=1C=CC=C2NC=C(CCN)C12 4-methoxytryptamine